C(C)(C)(C)OC([C@@](COC1=CC=C(C=C1)Br)(C)ONC(=O)OC(C)(C)C)=O (S)-3-(4-bromophenoxy)-2-(((t-butoxycarbonyl)amino)oxy)-2-methylpropanoic acid tert-butyl ester